methyl 2-[[4-[6-[(4-cyano-2-fluoro-phenyl)methoxy]-2-pyridyl]-1-piperidyl]methyl]-6,7-difluoro-3H-benzimidazole-5-carboxylate C(#N)C1=CC(=C(C=C1)COC1=CC=CC(=N1)C1CCN(CC1)CC=1NC2=C(N1)C(=C(C(=C2)C(=O)OC)F)F)F